(S)-5-((1-cyclopropyl-1H-pyrazol-4-yl)ethynyl)-N-(2-hydroxy-3-phenylpropyl)-N-methylnicotinamide C1(CC1)N1N=CC(=C1)C#CC=1C=NC=C(C(=O)N(C)C[C@H](CC2=CC=CC=C2)O)C1